BrC=1C=C(C=CC1)C1=C(C(=NC(=C1)C1=CC=C(C=C1)Cl)N)C#N 4-(3-bromophenyl)-6-(4-chlorophenyl)-2-amino-3-cyanopyridine